iodomesitylene bis(3-methylcyclobutanecarboxylate) CC1CC(C1)C(=O)O.CC1CC(C1)C(=O)O.IC1=C(C=C(C=C1C)C)C